(E)-1-(3-fluoro-4-(2-methoxyethoxy)phenyl)-3-phenylprop-2-en-1-one FC=1C=C(C=CC1OCCOC)C(\C=C\C1=CC=CC=C1)=O